methyl 1H-triazole-4-carboxylate N1N=NC(=C1)C(=O)OC